FC(OC=1C=C(C=CC1)N1N=C(C2=CC(=CC=C12)C(=O)N[C@@]1(CS(CC1)(=O)=O)C)N1CCOCC1)F (S)-1-[3-(difluoromethoxy)phenyl]-N-(3-methyl-1,1-dioxo-thiolan-3-yl)-3-morpholino-indazole-5-carboxamide